3-chloro-4-fluoro-N-(3-(3-(5-methylfuran-2-yl)-[1,2,4]triazolo[4,3-b]pyridazin-6-yl)phenyl)benzamide ClC=1C=C(C(=O)NC2=CC(=CC=C2)C=2C=CC=3N(N2)C(=NN3)C=3OC(=CC3)C)C=CC1F